N1(N=CC=C1)CC=1C=CC(=NC1CC)C(=O)OC methyl 5-((1H-pyrazol-1-yl)methyl)-6-ethylpicolinate